P(=O)(OCCC([N+](C)(C)C)CCCOC(C=C)=O)([O-])[O-] acryloyloxypropyl-3-(trimethylammonio)propyl phosphate